C1(=CC=CC=C1)CN(C1=CC=C(C=C1)C1COC1)CC1=CC=CC=C1 N,N-diphenylmethyl-4-(oxetane-3-yl)aniline